3-ethyl-9-[2-carboxy(4-cyclohexenyl)]carbonyloxyanthracene methyl-[(dimethoxyphosphoryl)methyl]phosphonate COP(O)(=O)CP(=O)(OC)OC.C(C)C=1C=CC2=C(C3=CC=CC=C3C=C2C1)OC(=O)C1C(CC=CC1)C(=O)O